4-(2-(2-(5-chloropyridin-3-yl)-9-isopropyl-9H-purin-6-ylamino)ethyl)phenol ClC=1C=C(C=NC1)C1=NC(=C2N=CN(C2=N1)C(C)C)NCCC1=CC=C(C=C1)O